NC1=NN2C(N=CC=C2)=C1C(=O)NC(C)C=1N(S(C2=C(C1)C=CC=C2C#CC=2C=NN(C2)C)(=O)=NCC)C2=CC=CC=C2 2-amino-N-(1-(1-ethylimino-8-((1-methyl-1H-pyrazol-4-yl)ethynyl)-1-oxo-2-phenyl-2H-benzo[e][1,2]thiazin-3-yl)ethyl)pyrazolo[1,5-a]pyrimidine-3-carboxamide